NC1=C(C(=O)C2=NC(=NC=C2C(F)(F)F)N[C@@H]2CNC(CC2)(C)C)C=CC=C1 4-(2-aminobenzoyl)-N-[(3S)-6,6-dimethylpiperidin-3-yl]-5-(trifluoromethyl)pyrimidin-2-amine